ClC1=C(CC=2C(=C(C=C(C2)F)N=CN(C)CC)C)C=CC=C1 N'-(3-(2-chlorobenzyl)-5-fluoro-2-methylphenyl)-N-ethyl-N-methylformimidamide